1-acetyl-4-fluoropyrrolidine-2-carboxamide C(C)(=O)N1C(CC(C1)F)C(=O)N